(4S,12aS)-N-[(2,4-Difluorophenyl)methyl]-7-hydroxy-1,4-bis(2-methylpropyl)-6,8-dioxo-1,2,3,4,6,8,12,12a-octahydro-pyrido[1',2':4,5]pyrazino[1,2-a]pyrimidine-9-carboxamide FC1=C(C=CC(=C1)F)CNC(=O)C=1C(C(=C2N(C[C@@H]3N([C@H](CCN3CC(C)C)CC(C)C)C2=O)C1)O)=O